C(#N)C1=CC(=C(C=C1)N1CC(N(C2(CN(C2)C2=C(C(=O)OC)C(=CC=C2)NC)C1=O)CC1=CC=C(C=C1)C(F)(F)F)=O)F methyl 2-(8-(4-cyano-2-fluorophenyl)-6,9-dioxo-5-(4-(trifluoromethyl)benzyl)-2,5,8-triazaspiro[3.5]nonan-2-yl)-6-(methylamino)benzoate